heneicosyl ether C(CCCCCCCCCCCCCCCCCCCC)OCCCCCCCCCCCCCCCCCCCCC